OCC(C(=O)N1CC=2CN(CC2C1)S(=O)(=O)C1=CC2=C(OCCN2C)C=C1)C1=CC=CC=C1 3-hydroxy-1-(5-((4-methyl-3,4-dihydro-2H-benzo[b][1,4]oxazin-6-yl)sulfonyl)-3,4,5,6-tetrahydropyrrolo[3,4-c]pyrrol-2(1H)-yl)-2-phenylpropan-1-one